3,5-difluoro-4-hydroxy-N-{[(1r,4r)-4-{5-[5-(trifluoromethyl)pyridin-2-yl]-1,2,4-oxadiazol-3-yl}cyclohexyl]methyl}benzamide FC=1C=C(C(=O)NCC2CCC(CC2)C2=NOC(=N2)C2=NC=C(C=C2)C(F)(F)F)C=C(C1O)F